((2R,3S,4S,5R,6R)-3,4,5-trihydroxy-6-(((R)-5-oxotetrahydrofuran-3-yl)oxy)tetrahydro-2H-pyran-2-yl)methyl (E)-3-(4-(trifluoromethyl)phenyl)acrylate FC(C1=CC=C(C=C1)/C=C/C(=O)OC[C@H]1O[C@H]([C@@H]([C@H]([C@@H]1O)O)O)O[C@H]1COC(C1)=O)(F)F